CC1=C2C(C(=CN(C2=NC(=C1)N1CC(C1)C(NC1=NN(C(=C1)C)C(C)C)=O)C1=NC(=NS1)C=1C=NC=CC1)C(=O)O)=O 5-methyl-7-(3-{[5-methyl-1-(propan-2-yl)-1H-pyrazol-3-yl]carbamoyl}azetidin-1-yl)-4-oxo-1-[3-(pyridin-3-yl)-1,2,4-thiadiazol-5-yl]-1,4-dihydro-1,8-naphthyridine-3-carboxylic acid